13-methyl-4-(morpholin-4-yl)-7,10-dioxa-13,19,20-triazatetracyclo[13.5.2.12,6.018,21]tricosa-1(20),2,4,6(23),15,17,21-heptaene CN1CCOCCOC=2C=C(C=C(C3=NNC4=CC=C(C1)C=C34)C2)N2CCOCC2